2-bromo-9-(4-(octyloxy)phenyl)-9-fluorenol BrC1=CC=2C(C3=CC=CC=C3C2C=C1)(O)C1=CC=C(C=C1)OCCCCCCCC